C(C)(=O)C1=NN(C2=CC=C(C=C12)C=1C=NC(=NC1)NC)CC(=O)N1[C@@H]2C[C@@H]2C[C@H]1C(=O)NC1=NC(=CN=C1)Br (1R,3S,5R)-2-(2-(3-acetyl-5-(2-(methylamino)pyrimidin-5-yl)-1H-indazol-1-yl)acetyl)-N-(6-bromopyrazin-2-yl)-2-azabicyclo[3.1.0]hexane-3-carboxamide